methyl (E)-4-(2-(2-(2-(benzo[d][1,3]dioxol-5-yl)-N-(1-(1-(naphthalen-1-yl)ethyl)piperidin-4-yl)acetamido)acetamido)acetamido)but-2-enoate O1COC2=C1C=CC(=C2)CC(=O)N(C2CCN(CC2)C(C)C2=CC=CC1=CC=CC=C21)CC(=O)NCC(=O)NC/C=C/C(=O)OC